C(C)(C)(C)OC(=O)N1CCC(CC1)(F)C=1C=C(C(C(=O)OC)=CC1)C(=O)OC 1,2-dimethyl 4-[1-(tert-butoxycarbonyl)-4-fluoropiperidin-4-yl]phthalate